C(#N)C=1N(C2=CC=C(C(=C2C1)C)C=O)CC(C(=O)OCC)O ethyl 3-(2-cyano-5-formyl-4-methyl-1H-indol-1-yl)-2-hydroxypropanoate